N,N'-(5-Amino-3-iminopyridin-2,6(1H,3H)-diyliden)bis[2-(propan-2-yloxy)pyrazolo[1,5-a]pyridin-3-amin] NC1=CC(C(NC1=NC=1C(=NN2C1C=CC=C2)OC(C)C)=NC=2C(=NN1C2C=CC=C1)OC(C)C)=N